P-chlorodiphenyl-phosphine ClP(C1=CC=CC=C1)C1=CC=CC=C1